C(C1=CC=CC=C1)N1SC(C(C2=C1N=C(N2C2=CC=CC=C2)SCCC)=O)C2=CC=CC=C2 1-benzyl-3,5-diphenyl-6-(propylthio)-3,5-dihydroimidazo[4,5-c][1,2]thiazine-4(1H)-one